CSCO[C@H]1C[C@@H](O[C@@H]1CO[Si](C1=CC=CC=C1)(C1=CC=CC=C1)C(C)(C)C)N1C(=O)NC(=O)C(C)=C1 O-methylthiomethyl-5'-O-(tert-butyldiphenylsilyl)thymidine